tert-butyl 4-[[2,6-dimethoxy-4-(4,4,5,5-tetramethyl-1,3,2-dioxaborolan-2-yl)phenyl]methylene]piperidine-1-carboxylate COC1=C(C(=CC(=C1)B1OC(C(O1)(C)C)(C)C)OC)C=C1CCN(CC1)C(=O)OC(C)(C)C